1,2,3-triazol-5-yl-{8-[(2,4,6-trimethylphenyl)sulfonyl]-3,8-diazabicyclo[3.2.1]oct-3-yl}methanone N1N=NC=C1C(=O)N1CC2CCC(C1)N2S(=O)(=O)C2=C(C=C(C=C2C)C)C